C(#N)C1=CC=C(C=C1)NC=1N=C(C2=C(CCN(CC2)C(C2=CC=NC=C2)=O)N1)OC1=C(C=C(C#N)C=C1C)C 4-((2-((4-Cyanophenyl)amino)-7-isonicotinoyl-6,7,8,9-tetrahydro-5H-pyrimido[4,5-d]azepine-4-yl)oxy)-3,5-dimethylbenzonitrile